N-(7-butyl-6,8-dioxo-6,7,8,9-tetrahydro-1H-purin-2-yl)acetamide methyl-(Z)-3-methoxy-2-[2-methyl-5-(4-propyltriazol-2-yl)phenoxy]prop-2-enoate COC(/C(=C/OC)/OC1=C(C=CC(=C1)N1N=CC(=N1)CCC)C)=O.C(CCC)N1C(NC=2N=C(NC(C12)=O)NC(C)=O)=O